FC1=C(C(=CC=C1C1=CC(=NO1)C)O)N1CC(NS1(=O)=O)=O 5-(2-fluoro-6-hydroxy-3-(3-methylisoxazol-5-yl)phenyl)-1,2,5-thiadiazolidin-3-one 1,1-dioxide